C1(CC1)N([C@@H](C)C(=O)O)P(=O)(OC1=CC=CC=C1)OC[C@@H]1C=C[C@@H](C1)N1C2=NC(=NC(=C2N=C1)OC)N.CC=1C=C(C=CC1O)C1=CC=NC2=CC=CC=C12 4-(3-methyl-4-hydroxyphenyl)quinoline cyclopropyl-((((1S,4R)-4-(2-amino-6-methoxy-9H-purin-9-yl)cyclopent-2-en-1-yl)methoxy)(phenoxy)phosphoryl)-L-alaninate